2-hydroxyethyl-4,5-dimethoxybenzophenone OCCC1=C(C(=O)C2=CC=CC=C2)C=C(C(=C1)OC)OC